N-(1,1'-biphenyl-4-yl)-N-[4-(9-phenyl-9H-carbazol-3-yl)phenyl]-9,9'-spirobi(9H-fluoren)-4-amine C1(=CC=C(C=C1)N(C1=CC=CC=2C3(C4=CC=CC=C4C12)C1=CC=CC=C1C=1C=CC=CC13)C1=CC=C(C=C1)C=1C=CC=3N(C2=CC=CC=C2C3C1)C1=CC=CC=C1)C1=CC=CC=C1